CSC1=CC=C(C=C1)C1=CC2=NC=CC(=C2O1)C1=CC(=NC=C1)C(=O)N1CCOCC1 (4-(2-(4-(methylthio)phenyl)furo[3,2-b]pyridin-7-yl)pyridin-2-yl)(morpholino)methanone